[Cl-].[Cl-].C(=CC=CC)[Zr+2]C1C=CC2=CC=CC=C12 Pentadienyl-(1-indenyl)-zirconium dichloride